C(C(C)C)NC[C@@]12[C@H](CC[C@H]1[C@@H]1CC=C3C[C@H](CC[C@]3(C)[C@H]1CC2)O)C(C)(C)O alpha-isobutylamino-17beta-(1-hydroxy-1-methyl-ethyl)androsta-5-en-3beta-ol